NC1=CC(=C2NC(CCCCC[C@@](C3=NN=C(C1=N2)O3)(C(F)(F)F)O)=O)C(F)(F)F |r| racemic-17-amino-6-hydroxy-6,15-bis(trifluoromethyl)-19-oxa-3,4,13,18-tetrazatricyclo[12.3.1.12,5]nonadeca-1(18),2,4,14,16-pentaen-12-one